N-(4-(4-amino-1-(6-(piperazine-1-yl)pyridin-3-yl)-1H-pyrazolo[4,3-c]pyridin-3-yl)benzyl)-5-fluoro-2-methoxybenzamide NC1=NC=CC2=C1C(=NN2C=2C=NC(=CC2)N2CCNCC2)C2=CC=C(CNC(C1=C(C=CC(=C1)F)OC)=O)C=C2